C(C)(C)(C)OC(=O)N1CCC2=CC(=C(C=C12)F)C=1N=C2SC3=C(N2C1)C=CC(=C3)C(=O)O 2-(1-(tert-butoxycarbonyl)-6-fluoroindolin-5-yl)benzo[d]imidazo[2,1-b]thiazole-7-carboxylic acid